OC(C(=O)NC=1SC(=C(N1)C)CC(C)C)=CNC1=NC=CC2=CC=C(C=C12)C1=NOC(=N1)C (S)-2-hydroxy-N-(5-isobutyl-4-methylthiazol-2-yl)-3-((7-(5-methyl-1,2,4-oxadiazol-3-yl)isoquinolin-1-yl)amino)propenamide